6-methyl-4-(methylthio)-2-oxo-1,2-dihydropyridine-3-carbonitrile CC1=CC(=C(C(N1)=O)C#N)SC